ClC1=C(C(=O)NC2=CC=C(C=C2)[C@@H]2CNCC2)C=CC(=C1)Cl |r| (RS)-2,4-Dichloro-N-(4-pyrrolidin-3-yl-phenyl)-benzamid